ClC1=NC=C2NC(N(C2=N1)CC1=CC=C(C=C1)C=1N(C=C(N1)C(F)(F)F)C1CC1)=O 2-chloro-9-([4-[1-cyclopropyl-4-(trifluoromethyl)imidazol-2-yl]phenyl]methyl)-7H-purin-8-one